7-bromo-4-(5-(6-methylpyridin-2-yl)-1H-pyrazol-4-yl)quinoline BrC1=CC=C2C(=CC=NC2=C1)C=1C=NNC1C1=NC(=CC=C1)C